C1(CC1)O[C@@H]([C@@H](C1=NC2=C(N1)C=CC(=C2)[C@@H](COC)N2C(NCC(C2)(F)F)=O)NC(=O)C2=NON=C2C)C N-((1R,2R)-2-Cyclopropoxy-1-(5-((S)-1-(5,5-difluoro-2-oxotetrahydropyrimidin-1(2H)-yl)-2-methoxyethyl)-1H-benzo[d]imidazol-2-yl)propyl)-4-methyl-1,2,5-oxadiazole-3-carboxamide